S-2-(3-[(2,2,5,5-tetramethyl-1,3-dioxan-4-yl)carbonylamino]propionylamino)ethyl (R)-3-hydroxybutanethioate O[C@@H](CC(SCCNC(CCNC(=O)C1OC(OCC1(C)C)(C)C)=O)=O)C